N1CCC(CC1)N1CCC(CC1)C1=CC=CC=2C(=NOC21)C2C(NC(CC2)=O)=O 3-[7-[1-(4-piperidyl)-4-piperidyl]-1,2-benzoxazol-3-yl]piperidine-2,6-dione